5-{6-[(2,2-difluoroethoxy)methyl]-3-(1H-imidazol-5-yl)imidazo[1,2-a]pyrimidin-2-yl}-3-(trifluoromethyl)-1H-1,2,4-triazole FC(COCC=1C=NC=2N(C1)C(=C(N2)C2=NC(=NN2)C(F)(F)F)C2=CN=CN2)F